(3R,3aS,6aR)-hexahydrofuro[2,3-b]furan-3-yl ((2S,3R)-1-(4-((diethoxyphosphoryl)methoxy)phenyl)-4-(N-(2-ethylbutyl)benzo[d][1,3]dioxole-5-sulfonamido)-3-hydroxybutan-2-yl)carbamate C(C)OP(=O)(OCC)COC1=CC=C(C=C1)C[C@@H]([C@@H](CN(S(=O)(=O)C1=CC2=C(OCO2)C=C1)CC(CC)CC)O)NC(O[C@H]1CO[C@H]2OCC[C@H]21)=O